N-(2-{4-[(sulfamoyl)amino]hexahydropyridin-1-yl}-5-fluorophenyl)-8-(1-fluoro-3-methoxybenzene-2-yl)-2-methylimidazo[3,2-a]pyrazine-6-carboxamide trifluoroacetate FC(C(=O)O)(F)F.S(N)(=O)(=O)NC1CCN(CC1)C1=C(C=C(C=C1)F)NC(=O)C=1N=C(C=2N(C1)C=C(N2)C)C2=C(C=CC=C2OC)F